N-(1-(5-(3-cyano-6-ethoxypyrazolo[1,5-a]pyridin-4-yl)pyridin-2-yl)-4-(hydroxymethyl)piperidin-4-yl)-3-fluoropicolinamide C(#N)C=1C=NN2C1C(=CC(=C2)OCC)C=2C=CC(=NC2)N2CCC(CC2)(CO)NC(C2=NC=CC=C2F)=O